N(=[N+]=[N-])[C@@H]1[C@H]([C@H]([C@@]2(CO[C@H]1O2)CO)O)O (1S,2R,3R,4R,5S)-4-azido-1-(hydroxymethyl)-6,8-dioxabicyclo[3.2.1]octane-2,3-diol